COC1=CC=C(C=C1)C12CCC(CC1)(CC2)CN(C(=O)C2CCCCC2)C=2C=C(C=CC2)/C=C/C(=O)OC methyl (E)-3-(3-(N-((4-(4-methoxyphenyl) bicyclo[2.2.2]octan-1-yl)methyl)cyclohexanecarboxamido)phenyl)acrylate